C(C)(C)N1C(C=CC(=C1)C1=NC(=NC=C1)NC1=NC=C(C=C1)N1CCN(CC1)C)=O 1-isopropyl-5-(2-(5-(4-methylpiperazin-1-yl)pyridin-2-yl)aminopyrimidin-4-yl)-pyridin-2(1H)-one